methyl 1-isopropyl-3-methyl-2-oxo-2,3-dihydro-1H-benzo[d]imidazole-5-carboxylate C(C)(C)N1C(N(C2=C1C=CC(=C2)C(=O)OC)C)=O